ClC=1C(=C(C(=CC1N1C[C@](CC1)(OC)C(C)(C)N(C)C)F)S(=O)(=O)NC1=NC(=CC=C1)F)F (S)-3-chloro-4-(3-(2-(dimethylamino)propan-2-yl)-3-methoxypyrrolidin-1-yl)-2,6-difluoro-N-(6-fluoropyridin-2-yl)benzenesulfonamide